tert-butyl(3-(3-bromo-4-(3,3-difluoropyrrolidin-1-yl)phenylsulfonimidoyl)cyclobutyl)carbamate C(C)(C)(C)OC(NC1CC(C1)S(=O)(=N)C1=CC(=C(C=C1)N1CC(CC1)(F)F)Br)=O